CC1(CC1)OC1=C(C(=NC=N1)N)N 6-(1-methylcyclopropoxy)pyrimidine-4,5-diamine